P(=O)([O-])([O-])[O-].[Co+2].[Ce+3].[Li+].P(=O)([O-])([O-])[O-] lithium cerium cobalt phosphate